N-[(8-hydroxy-5-nitroquinolin-7-yl)(quinolin-6-yl)methyl]pentanamide OC=1C(=CC(=C2C=CC=NC12)[N+](=O)[O-])C(NC(CCCC)=O)C=1C=C2C=CC=NC2=CC1